NC1=NC=2C=CC(=CC2C2=C1C=NN2C)C(=O)N(C(C)C)CC2=NC=C(C=C2)C#C 4-amino-N-((5-ethynylpyridin-2-yl)methyl)-N-isopropyl-1-methyl-1H-pyrazolo[4,3-c]quinoline-8-carboxamide